C(CC)NC(O[C@@H]1C[C@@H](CC1)C1=CC(=NN1)NC(CC1=CC=C(C=C1)OCCN)=O)=O (1S,3R)-3-[3-({[4-(2-aminoethoxy)phenyl]acetyl}amino)-1H-pyrazol-5-yl]cyclopentyl propyl-carbamate